ClC1=C(C=C(C=C1)C=1NC(C=2N(C1)N=C(C2C(C)C)C(=O)O)=O)C 6-(4-Chloro-3-methylphenyl)-4-oxo-3-(propan-2-yl)-4,5-dihydropyrazolo[1,5-a]pyrazine-2-carboxylic acid